tert-butyl (10-aminodecyl)carbamate NCCCCCCCCCCNC(OC(C)(C)C)=O